ClC1=C(C(=NC2=CC(=C(C=C12)Cl)OC)C)C1=CC=C(C=C1)C1=CC=C(C=C1)[N+](=O)[O-] 4,6-Dichloro-7-methoxy-2-methyl-3-(4'-nitro-[1,1'-biphenyl]-4-yl)quinoline